C(C1=CC=CC=C1)O[C@@H]([C@H](NS(=O)(=O)C1=C(C(=C(C(=C1F)F)F)F)F)C(=O)OC(C)(C)C)C tert-butyl O-benzyl-N-((pentafluorophenyl)sulfonyl)-L-threoninate